N-(4-chloro-1-methyl-3-(trifluoromethyl)-1H-pyrazol-5-yl)-2-((4-trifluoromethylphenyl)amino)benzamide (((methylsulfanyl)oxy)methyl)-7,8-dihydro-5H-1,6-naphthyridine-6-carboxylate CSOCOC(=O)N1CC=2C=CC=NC2CC1.ClC=1C(=NN(C1NC(C1=C(C=CC=C1)NC1=CC=C(C=C1)C(F)(F)F)=O)C)C(F)(F)F